1-chloro-3,3-dimethylbutan ClCCC(C)(C)C